tert-butyl 4-(5-((3-fluoropyridin-2-yl)methyl)-8-methyl-6-oxo-5,6-dihydropyrido[2,3-b]pyrazin-7-yl)piperidine-1-carboxylate FC=1C(=NC=CC1)CN1C(C(=C(C=2C1=NC=CN2)C)C2CCN(CC2)C(=O)OC(C)(C)C)=O